7-(4-{[4-acetyl-2-(trifluoromethyl)phenyl]methoxy}-3-methoxyphenyl)-2H,4H,5H,6H,7H-pyrazolo[4,3-b]pyridin-5-one C(C)(=O)C1=CC(=C(C=C1)COC1=C(C=C(C=C1)C1C=2C(NC(C1)=O)=CNN2)OC)C(F)(F)F